2-(4-fluorophenyl)-4-[2-(methylsulfanyl)phenyl]-2,3-dihydro-1H-pyrrolo[3,4-c]pyridin-1-one FC1=CC=C(C=C1)N1CC=2C(=NC=CC2C1=O)C1=C(C=CC=C1)SC